FC=1C=C(C(=O)N)C=CC1C1=NC=2C=CNC(C2C(=C1)NC1=NC=C(C=C1)N1CCC(CC1)O)=O 3-fluoro-4-[4-[[5-(4-hydroxy-1-piperidyl)-2-pyridyl]amino]-5-oxo-6H-1,6-naphthyridin-2-yl]benzamide